[K+].S(=O)(=O)([O-])CCCOC1=CC=C(C=C1)CCCCCCCCC 4-nonylphenyl 3-sulfopropyl ether potassium salt